6-(2-(4-Fluoro-3-methylphenyl)-5,6-dihydro-4H-pyrrolo[1,2-b]pyrazol-3-yl)quinoline FC1=C(C=C(C=C1)C=1C(=C2N(N1)CCC2)C=2C=C1C=CC=NC1=CC2)C